C(C)OC(=C)C1=CN=C(S1)C1(CCN(CC1)C(=O)OC(C)(C)C)OC tert-butyl 4-[5-(1-ethoxyvinyl)thiazol-2-yl]-4-methoxy-piperidine-1-carboxylate